C(C)(C)(C)[C@@H]1CC=2C=C(C(=NC2C=2N1C=C(C(C2)=O)C(=O)OCC)CO)O (S)-Ethyl 6-(tert-butyl)-3-hydroxy-2-(hydroxymethyl)-10-oxo-6,10-dihydro-5H-pyrido[1,2-h][1,7]naphthyridine-9-carboxylate